(P)-methyl but-2-enoate C(C=CC)(=O)OC